CC1=CC[C@@H](CC1)C(=O)O[C@@H]1[C@@H]2OC[C@H](CC13CC1=CC=CC=C1C3)O2 (1S,4S,5R)-1',3'-Dihydro-6,8-dioxaspiro[bicyclo[3.2.1]octane-3,2'-inden]-4-yl (R)-4-methylcyclohex-3-ene-1-carboxylate